C(C)OC([C@@H](N)CCP(=O)(OC)OOCC)=O 4-[ethoxy(methyl)phosphono]-L-homoalanine ethyl ester